CN(C(C#CC(=O)OC)(C)C)C methyl 4-(dimethylamino)-4-methyl-pent-2-ynoate